CC=1C(=CC=C2CN(C(C12)=O)C1CNCCC1)S(=O)(=O)C 3-(7-methyl-6-(methylsulfonyl)-1-oxoisoindolin-2-yl)piperidine